Cl.NC1CCC(CC1)C(=O)OC (1s,4s)-Methyl 4-aminocyclohexanecarboxylate hydrochloride